1-(3-amino-2-(1,2,3,4-tetrahydro-quinoline-4-carbonyl)-4,5-dihydro-2H-pyrazolo[3,4-c]pyridin-6(7H)-yl)ethanone NC=1N(N=C2CN(CCC21)C(C)=O)C(=O)C2CCNC1=CC=CC=C21